[5-bromo-4-(trifluoromethyl)-2-pyridyl]-2,2-dimethyl-propanamide BrC=1C(=CC(=NC1)CC(C(=O)N)(C)C)C(F)(F)F